C/C(/C(=O)[O-])=C/C(=O)[O-].C/C(/C(=O)[O-])=C/C(=O)[O-].C(CCC)[Sn+4]CCCC dibutyl-tin di(methyl maleate)